C(C1=CC=CC=C1)N1[C@@H](CN(C[C@@H]1C)CC1=CC=CC=C1)COC (2S,6S)-1,4-dibenzyl-2-(methoxymethyl)-6-methylpiperazine